4-[(3-isopropyl-5-methyl-pyrazolo[1,5-a]pyrimidin-7-yl)amino]piperidine-1-carboxylic acid [(3S)-pyrrolidin-3-yl] ester N1C[C@H](CC1)OC(=O)N1CCC(CC1)NC1=CC(=NC=2N1N=CC2C(C)C)C